FC(C(=O)N1[C@@H](C2=C(CC1)NC=N2)C=2SC1=C(N2)C(=CC=C1)F)(C1(CCC1)O)F (S)-2,2-difluoro-1-(4-(4-fluorobenzo[d]thiazol-2-yl)-6,7-dihydro-1H-imidazo[4,5-c]pyridin-5(4H)-yl)-2-(1-hydroxycyclobutyl)ethanone